2-(4,5-dichloro-6-oxopyridazin-1(6H)-yl)-N-(4-methyl-3-(N-((5-methylpyridin-2-yl)methyl)sulfamoyl)phenyl)acetamide ClC=1C=NN(C(C1Cl)=O)CC(=O)NC1=CC(=C(C=C1)C)S(NCC1=NC=C(C=C1)C)(=O)=O